triallyl(2-sulfoethyl)ammonium C(C=C)[N+](CCS(=O)(=O)O)(CC=C)CC=C